NC1=C(C(=CC=C1)C(N(C)C)=O)NC1(CC1)CCCCNC(OC(C)(C)C)=O tert-butyl (4-(1-((2-amino-6-(dimethylcarbamoyl)phenyl)amino)cyclopropyl)butyl)carbamate